3-octyne-1-ol phosphorus [P].C(CC#CCCCC)O